indium Indole N1C=CC2=CC=CC=C12.[In]